FC1=C2C=CNC2=CC(=C1OC=1C=CC(=C(C1)C=1NC=CN1)F)F 2-(5-((4,6-difluoro-1H-indol-5-yl)oxy)-2-fluorophenyl)-1H-imidazol